ClC=1C(=NC(=NC1)NC=1C=C(C=NC1)N1C(CCC1)=O)N1CC(OCC1)C1=CC=CC=C1 1-[5-[[5-chloro-4-(2-phenylmorpholin-4-yl)pyrimidin-2-yl]amino]-3-pyridyl]pyrrolidin-2-one